C(CCC)O.C(CCC)O.C(CCC)O.[Zr] zirconium tri-n-butanol